4-(5-Methyl-2-((1-(1-(methylsulfonyl)piperidin-4-yl)-1H-pyrazol-4-yl)amino)pyrimidin-4-yl)benzoic Acid CC=1C(=NC(=NC1)NC=1C=NN(C1)C1CCN(CC1)S(=O)(=O)C)C1=CC=C(C(=O)O)C=C1